FC1=C(C=C(C=C1)CN1CCC(CC1)OC)B(O)O (2-FLUORO-5-[(4-METHOXYPIPERIDIN-1-YL)METHYL]PHENYL)BORANEDIOL